(R)-N-(6-(3-((5-isopropyl-6-(1H-pyrazol-4-yl)-[1,2,4]triazolo[1,5-a]pyridin-2-yl)amino)piperidin-1-yl)-5-methylpyridin-3-yl)acrylamide C(C)(C)C1=C(C=CC=2N1N=C(N2)N[C@H]2CN(CCC2)C2=C(C=C(C=N2)NC(C=C)=O)C)C=2C=NNC2